OC(C)(C)C=1NC(=NN1)C=1SC=C(N1)C(=O)N 2-(5-(2-hydroxypropan-2-yl)-4H-1,2,4-triazol-3-yl)thiazole-4-carboxamide